3-(3,5-dimethoxyphenyl)-6-methoxy-4-benzofurancarboxamide COC=1C=C(C=C(C1)OC)C1=COC=2C1=C(C=C(C2)OC)C(=O)N